6-[(5-chloro-pyridyl)methyl]-2-azaspiro[3.3]heptane ClC=1C=CC(=NC1)CC1CC2(CNC2)C1